N-(4-hydroxy-4,4-diphosphonobutyl)-5-norbornene-2-carboxylic acid amide OC(CCCNC(=O)C1C2C=CC(C1)C2)(P(=O)(O)O)P(=O)(O)O